tris(2,6-dimethylbenzyl)aluminum CC1=C(C[Al](CC2=C(C=CC=C2C)C)CC2=C(C=CC=C2C)C)C(=CC=C1)C